OC1=C(C(=CC(=C1)C(F)(F)F)C)C=1C=CC=2C(N1)=NN(C2)C[C@@H]2CCC(N2)=O (5S)-5-[[6-[2-hydroxy-6-methyl-4-(trifluorometh-yl)phenyl]pyrazolo[3,4-b]pyridin-2-yl]methyl]pyrrolidin-2-one